NCC(=O)N1CC=2N(C=3C(=C(C=CC3C2C=2C=NNC2)Cl)Cl)CC1 2-amino-1-[6,7-dichloro-10-(1H-pyrazol-4-yl)-3,4-dihydro-1H-pyrazino[1,2-a]indol-2-yl]ethanone